4-(1,2,3,4-tetrahydroisoquinolin-6-yl)isoxazole, trifluoroacetate salt FC(C(=O)O)(F)F.C1NCCC2=CC(=CC=C12)C=1C=NOC1